C(CC)SSSC methyl propyl trisulfide